lithium oxygen nitrate [N+](=O)([O-])[O-].[O+2].[Li+].[N+](=O)([O-])[O-].[N+](=O)([O-])[O-]